C1=C(C=CC=2C3=CC=CC=C3CC12)N1C=NC=C1 1-(9H-fluoren-2-yl)-1H-imidazole